C1(CC1)C(=O)N1N=NC2=C1C=CC=C2 1-cyclopropane-carbonyl-1H-1,2,3-benzotriazole